C(=O)O.C(#N)C=1C(=NC=C(C1C1=NC=C(N=C1)C#N)C1=CC(=C(C=C1)OC)O)N1CCC(CC1)NCC1=CC=C(C=C1)/C=C/C(=O)NO (E)-3-(4-(((1-(3-Cyano-4-(5-cyanopyrazin-2-yl)-5-(3-hydroxy-4-methoxyphenyl)pyridin-2-yl)piperidin-4-yl)amino)methyl)phenyl)-N-hydroxyacrylamide formate